CC(CN=C=O)(CC(CCN=C=O)C)C 2,2,4-trimethylhexamethylendiisocyanate